The molecule is a member of the class of adenosines that is adenosine in which the hydroxy group at position 2' is replaced by a methoxy group. It has been isolated from the mycelia of Cordyceps sinensis. It has a role as a fungal metabolite. It is a member of adenosines and an ether. It derives from an adenosine. CO[C@@H]1[C@@H]([C@H](O[C@H]1N2C=NC3=C(N=CN=C32)N)CO)O